CN(C(CNC(=O)NC1CCCC2=C(C=CC=C12)O)C1=CSC=C1)C 1-(2-dimethylamino-2-thiophen-3-yl-ethyl)-3-(5-hydroxy-1,2,3,4-tetrahydro-naphthalen-1-yl)-urea